1-ethyl-6-fluoro-7-(4-(benzo[b]thiophen-7-ylmethyl)piperazin-1-yl)-4-oxo-1,4-dihydroquinoline-3-carboxylic acid C(C)N1C=C(C(C2=CC(=C(C=C12)N1CCN(CC1)CC1=CC=CC2=C1SC=C2)F)=O)C(=O)O